CC=1C=C(C(=NC1)C(=O)N1[C@@H]2[C@@H](C[C@H](C1)CC2)OC2=NC=C(C=C2)C(F)(F)F)C2=NC=CC=N2 (5-methyl-3-(pyrimidin-2-yl)pyridin-2-yl)((1S,4R,6R)-6-((5-(trifluoromethyl)pyridin-2-yl)oxy)-2-azabicyclo[2.2.2]octan-2-yl)methanone